FC1=NC=CC(=C1)CN1C(=CC=C1)C(=O)NC=1SC2=C(N1)\C(\CCC2)=C/C2=NC=CC=C2 (Z)-1-((2-fluoropyridin-4-yl)methyl)-N-(4-(pyridin-2-ylmethylene)-4,5,6,7-tetrahydrobenzo[d]thiazol-2-yl)-1H-pyrrole-2-carboxamide